FC1=C(C=CC(=C1)F)CN(C(=O)NCC1=CC=C(C=C1)OC(C)C)C1CCN(CC1)C(C([2H])([2H])[2H])C([2H])([2H])[2H] 1-[(2,4-difluorophenyl)methyl]-1-{1-[(1,1,1,3,3,3-2H6)propan-2-yl]piperidin-4-yl}-3-{[4-(propan-2-yloxy)phenyl]methyl}urea